2-ethyl-6-methyl-6,7-dihydro-4H-pyrazolo[1,5-a]pyrrolo[3,4-d]pyrimidine C(C)C1=NN2C(NC=3C(=C2)CN(C3)C)=C1